N-[6-(4-hydroxyazepan-1-yl)-2,2-dimethyl-3H-benzofuran-5-yl]pyrazolo[1,5-a]pyrimidine-3-carboxamide OC1CCN(CCC1)C1=CC2=C(CC(O2)(C)C)C=C1NC(=O)C=1C=NN2C1N=CC=C2